C(#N)C1=CC=C(C=C1)CC(C1=CC(=CC=C1)C(F)(F)F)=NNC(=O)NC1=CC=C(C=C1)OC(F)F (2E)- and (2Z)-2-[2-(4-cyanophenyl)-1-[3-(trifluoromethyl)phenyl]ethylidene]-N-[4-(difluoromethoxy)phenyl]-hydrazine-carboxamide